ClC1=CC=C(C=C1)C(C(F)(F)F)N(S(=O)(=O)N1CCS(CC1)(=O)=O)C N-(1-(4-chlorophenyl)-2,2,2-trifluoroethyl)-N-methylthiomorpholine-4-sulfonamide 1,1-dioxide